2-(but-2-yn-1-yloxy)aniline C(C#CC)OC1=C(N)C=CC=C1